1,3-cyclopentanedicarboxylic acid C1(CC(CC1)C(=O)O)C(=O)O